FC1=C(C(C#N)=C(C(=C1OC1=CC=C(C=C1)C(=O)N(CC=C)CC=C)OC1=CC=C(C=C1)C(=O)N(CC=C)CC=C)F)C#N 3,6-difluoro-4,5-bis[4-(diallylaminocarbonyl)phenoxy]phthalonitrile